6-acetyl-2-(4-chloro-2-(methylsulfonyl)benzyl)-3-(4-chlorophenyl)-4-fluoro-3-((1-(hydroxymethyl)cyclopropyl)methoxy)isoindolin-1-one C(C)(=O)C1=CC(=C2C(N(C(C2=C1)=O)CC1=C(C=C(C=C1)Cl)S(=O)(=O)C)(OCC1(CC1)CO)C1=CC=C(C=C1)Cl)F